5,6,7-Tribromo-2-piperazin-1-yl-1,3-diazatricyclo[6.3.1.04,12]dodeca-2,4,6,8(12)-tetraene BrC1=C2N=C(N3CCCC(C(=C1Br)Br)=C32)N3CCNCC3